NC1=CC=C(C=C1)C=1NC2=CC(=CC=C2C1)C(=N)N 2-(4-aminophenyl)-6-indolecarbamidine